N-(beta-aminoethyl)-gamma-aminopropyl-triethoxysilane NCCNCCC[Si](OCC)(OCC)OCC